5-(azetidin-1-yl)-2-{[6-({[(3-fluorocyclobutyl)methyl]amino}methyl)imidazo[1,2-a]pyridin-2-yl]methyl}-1,2-dihydro-2,7-naphthyridin-1-one N1(CCC1)C1=C2C=CN(C(C2=CN=C1)=O)CC=1N=C2N(C=C(C=C2)CNCC2CC(C2)F)C1